cis-2-(4-(cyclopentylamino)phenyl)-N-(4-methyl-3-(trifluoromethyl)-phenyl)-1-(oxazole-4-carbonyl)octahydro-1H-cyclopenta[b]pyridine-3-carboxamide C1(CCCC1)NC1=CC=C(C=C1)C1C(CC2C(N1C(=O)C=1N=COC1)CCC2)C(=O)NC2=CC(=C(C=C2)C)C(F)(F)F